4-chloro-2-((1r,4R)-4-(pyrrolidin-1-ylsulfonyl)cyclohexyl)-5-((((R)-tetrahydro-2H-pyran-3-yl)methyl)amino)pyridazin-3(2H)-one ClC=1C(N(N=CC1NC[C@@H]1COCCC1)C1CCC(CC1)S(=O)(=O)N1CCCC1)=O